CC1=C(C(=CC=C1OC)C)I 2,6-dimethyl-3-methoxyiodobenzene